5-[[2,5-difluoro-4-[(2-guanidinoacetyl)amino]phenyl]sulfonylamino]thiazole-4-carboxylic acid FC1=C(C=C(C(=C1)NC(CNC(=N)N)=O)F)S(=O)(=O)NC1=C(N=CS1)C(=O)O